3H-[1,2,3]triazolone N=1NNC(C1)=O